C(C)OC1=CC=C(C=N1)C1=CN(C2=CC(=CC=C12)NC(C1=CC(=C(C=C1)C)NC1=NC=CC(=N1)C1=CC(=CC=C1)OC)=O)C N-(3-(6-Ethoxypyridin-3-yl)-1-methyl-1H-indol-6-yl)-3-((4-(3-methoxyphenyl)pyrimidin-2-yl)amino)-4-methylbenzamide